ClC=1C(=CC(=NC1)F)C1=CN=C(O1)C1CCN(CC1)C(=O)OC(C)(C)C tert-butyl 4-(5-(5-chloro-2-fluoropyridin-4-yl)oxazol-2-yl)piperidine-1-carboxylate